C(C1=CC=CC=C1)OC1=CC(=C(C=C1)C(C(=O)N(C)OC)C1=CC=C(C=C1)Br)CO[Si](C)(C)C(C)(C)C 2-(4-(benzyloxy)-2-(((tert-butyldimethylsilyl)oxy)methyl)phenyl)-2-(4-bromophenyl)-N-methoxy-N-methylacetamide